FC=1C=C(C=C(C1)F)[C@@H]1CCN2N1C(C1(C2)CCN(CC1)C1=NC=CN=C1)=O (S)-7'-(3,5-difluorophenyl)-1-(pyrazin-2-yl)dihydro-1'H,3'H,5'H-spiro[piperidine-4,2'-pyrazolo[1,2-a]pyrazol]-1'-one